FC1=C(C=C(C=C1)CO)[N+](=O)[O-] (4-fluoro-3-nitrophenyl)methanol